N-dodecyl-N,N-dimethyl-hydroxyethyl-ammonium chloride [Cl-].C(CCCCCCCCCCC)[N+](C)(C)CCO